CC1(CC(C(=O)NC2=CC(=C(C=C2)CN2CCN(CC2)C)C(F)(F)F)=CC=C1)NCC=1C=NC=CC1 3-methyl-N-(4-((4-methylpiperazin-1-yl)methyl)-3-(trifluoromethyl)phenyl)-3-((pyridin-3-ylmethyl)amino)benzamide